2-(1-(1-((1s,4s)-4-isopropylcyclohexyl)piperidin-4-yl)-2-oxoindolin-3-yl)acetic acid C(C)(C)C1CCC(CC1)N1CCC(CC1)N1C(C(C2=CC=CC=C12)CC(=O)O)=O